(4-(1-(2,2-difluoroethyl)-2-(trifluoromethyl)-1H-benzimidazol-4-yl)phenyl)(2-(difluoromethyl)morpholin-4-yl)methanone FC(CN1C(=NC2=C1C=CC=C2C2=CC=C(C=C2)C(=O)N2CC(OCC2)C(F)F)C(F)(F)F)F